(S)-1-(3-(7-acetyl-4-amino-3-((2,6-difluoro-3,5-dimethoxyphenyl)methoxy-d2)-1H-pyrazolo[4,3-c]pyridin-1-yl)pyrrolidin-1-yl)prop-2-en-1-one C(C)(=O)C=1C2=C(C(=NC1)N)C(=NN2[C@@H]2CN(CC2)C(C=C)=O)OC([2H])([2H])C2=C(C(=CC(=C2F)OC)OC)F